COC(=O)C1CN(C1)CC=1COC2=CC(=CC=C2C1)OCC=1C=C2C(=NN(C2=CC1)C(C)C)Cl 1-[7-(3-chloro-1-isopropyl-1H-indazol-5-ylmethoxy)-2H-chromen-3-ylmethyl]-azetidine-3-carboxylic acid methyl ester